O=C1N(CCC2=CC=NC=C12)CC=1OC2=C(C1)C=CC=C2C(=O)OC2CC2 Cyclopropyl 2-((1-oxo-3,4-dihydro-2,7-naphthyridin-2(1H)-yl)methyl)benzofuran-7-carboxylate